BrC1=C(C(=C(C2=N[Se]N=C21)Br)[N+](=O)[O-])[N+](=O)[O-] 4,7-dibromo-5,6-dinitro-benzo[c][1,2,5]selenadiazole